2-(2-((tert-butyldimethylsilyl)oxy)ethoxy)ethan-1-ol [Si](C)(C)(C(C)(C)C)OCCOCCO